3-(4-fluorophenyl)isoxazole FC1=CC=C(C=C1)C1=NOC=C1